tert-butyl (3-(3-(4-(benzyloxy)phenyl)-1,2,4-oxadiazol-5-yl)propyl)carbamate C(C1=CC=CC=C1)OC1=CC=C(C=C1)C1=NOC(=N1)CCCNC(OC(C)(C)C)=O